O1CC(C1)OC1=NC(=NC=C1C(F)(F)F)N[C@H]1C[C@H](CCC1)C1=CN=C(N1)C1=CC=CC=C1 4-(oxetan-3-yloxy)-N-[(1R,3S)-3-(2-phenyl-1H-imidazol-5-yl)cyclohexyl]-5-(trifluoromethyl)pyrimidin-2-amine